O=C1CCC(C12CCN(CC2)C=2C1=C(SC2C=O)C=CC=C1)=O 3-(1,4-dioxo-8-azaspiro[4.5]decane-8-yl)benzo[b]thiophene-2-carbaldehyde